C(#N)N(C=1SC(=C(N1)C(=O)NC1CCC12CC1=CC=CC=C1C2)C)C2=CC(=NC(=C2)F)F 2-[cyano-(2,6-difluoro-4-pyridinyl)amino]-5-methyl-N-spiro[cyclobutane-2,2'-indane]-1-yl-thiazole-4-carboxamide